sodium methansulfinate CS(=O)[O-].[Na+]